CC1(OB(OC1(C)C)C1=CC=C(C=C1)C=1OC2=NC=CC=C2N1)C 2-(4-(4,4,5,5-tetramethyl-1,3,2-dioxaborolan-2-yl)phenyl)oxazolo[5,4-b]pyridine